6-azatricyclo[3.2.1.02,4]octane-6-carboxylate C12C3CC3C(N(C1)C(=O)[O-])C2